IC=1C=C(C=CC1)C[C@@H](C(N1CCCCC1)=O)NC(OC(C)(C)C)=O tert-Butyl (S)-(3-(3-iodophenyl)-1-oxo-1-(piperidin-1-yl)propan-2-yl)carbamate